6-chloro-4-((4-(1-ethyl-1H-pyrazol-4-yl)-2-isopropoxyphenyl)amino)-N-methylpyridazine-3-carboxamide ClC1=CC(=C(N=N1)C(=O)NC)NC1=C(C=C(C=C1)C=1C=NN(C1)CC)OC(C)C